4-(2-bromophenyl)-3,6-dihydropyridine-1(2H)-carboxylic acid tert-butyl ester C(C)(C)(C)OC(=O)N1CCC(=CC1)C1=C(C=CC=C1)Br